ClC1=CC2=C(O[C@H](CO2)C(=O)NC23C[C@@H](C(CC2)(CC3)NC(COC3=CC(=C(C=C3)Cl)F)=O)O)C=C1 (2R)-6-chloro-N-{(3S)-4-[2-(4-chloro-3-fluorophenoxy)acetamido]-3-hydroxybicyclo[2.2.2]octan-1-yl}-2,3-dihydro-1,4-benzodioxine-2-carboxamide